COC(=O)C1=NC(=C(C(=C1Cl)N)F)C1=C(C=C(C(=C1)F)Br)F 4-amino-6-(4-bromo-2,5-difluorophenyl)-3-chloro-5-fluoro-pyridine-2-carboxylic acid methyl ester